3-ethyl-4-({5-[(4R)-4-ethyl-2,5-dioxo-1-imidazolidinyl]-2-pyrimidinyl}oxy)benzonitrile C(C)C=1C=C(C#N)C=CC1OC1=NC=C(C=N1)N1C(N[C@@H](C1=O)CC)=O